C(CCC)C=1C(=C2CC(CC2=C(C1B1N(C(C2=C(N1)C=CC=C2)=O)C2=CC=CC=C2)C)(C(=O)OC)C(=O)OC)C (R)-dimethyl 5-butyl-4,7-dimethyl-6-(4-oxo-3-phenyl-3,4-dihydrobenzo[d][1,3,2]diazaborinin-2(1H)-yl)-1,3-dihydro-2H-indene-2,2-dicarboxylate